4-((R,E)-4-(but-3-en-1-yl)-2-((tert-butoxycarbonyl)imino)-4-ethyl-6-oxotetrahydropyrimidin-1(2H)-yl)tetrahydro-2H-pyran C(CC=C)[C@]1(N\C(\N(C(C1)=O)C1CCOCC1)=N/C(=O)OC(C)(C)C)CC